(4R)-2-{[1-(cyclopropanecarbonyl)piperidin-4-yl]methyl}-4-methyl-N-{[(2S)-oxolan-2-yl]methyl}-8-(trifluoromethyl)-4,5-dihydro-2H-furo[2,3-g]indazole-7-carboxamide C1(CC1)C(=O)N1CCC(CC1)CN1N=C2C3=C(C[C@H](C2=C1)C)OC(=C3C(F)(F)F)C(=O)NC[C@H]3OCCC3